C1(OCC[C@H]2N1C[C@H]1CC[C@@H]2N1)=O (4aR,5S,8R)-octahydro-1H-5,8-epimino[1,3]oxazino[3,4-a]azepin-1-one